C(C)(C)NC=1N=CC2=C(N1)NC=C2C=2C=C1N=C(C=NC1=CC2)OC2CCN(CC2)C N-isopropyl-5-(3-((1-methylpiperidin-4-yl)oxy)quinoxalin-6-yl)-7H-pyrrolo[2,3-d]pyrimidin-2-amine